lithium nickel-cobalt aluminum [Al].[Co].[Ni].[Li]